N-Fmoc-L-glutamic acid R-tert-butyl ester C(C)(C)(C)OC([C@@H](NC(=O)OCC1C2=CC=CC=C2C2=CC=CC=C12)CCC(=O)O)=O